cyclohexylpiperidine-4-carboxamide C1(CCCCC1)N1CCC(CC1)C(=O)N